OCC1=CC=C(C=C1)N(C(=O)[C@H](C)NC(=O)[C@H](C(C)C)NC(OCC1C2=CC=CC=C2C=2C=CC=CC12)=O)C (9H-fluoren-9-yl)methyl N-[(1S)-1-{[(1S)-1-{[4-(hydroxymethyl)phenyl](methyl)carbamoyl}ethyl]carbamoyl}-2-methylpropyl]carbamate